6,6'-dimethoxy-2,5'-diaminobiphenyl COC1=CC=CC(=C1C1=CC=CC(=C1OC)N)N